ClC1=C(C(=O)OOC(C2=C(C=CC=C2Cl)Cl)=O)C(=CC=C1)Cl bis(2,6-dichlorobenzoyl) peroxide